S[C@H]1CN(CC1)[C@H]1C[C@@H](CC1)N(C(=N)NCC1=CC=C(C=C1)[N+](=O)[O-])CC1=CC=C(C=C1)[N+](=O)[O-] 1-((1R,3R)-3-((R)-3-mercaptopyrrolidin-1-yl)cyclopentyl)-1,3-bis(4-nitrobenzyl)guanidine